4-(2-{[(2R,7aS)-2-fluoro-hexahydropyrrolizin-7a-yl]methoxy}-5-{6,6-difluoro-1-azaspiro[3.3]heptan-1-yl}pyrido[4,3-d]pyrimidin-7-yl)-5-ethynyl-6-fluoronaphthalen-2-ol F[C@@H]1C[C@@]2(CCCN2C1)COC=1N=CC2=C(N1)C=C(N=C2N2CCC21CC(C1)(F)F)C1=CC(=CC2=CC=C(C(=C12)C#C)F)O